N1(CCCC1)CCOC=1C=CC(=NC1)N 5-(2-pyrrolidin-1-ylethoxy)pyridin-2-amine